1-(isocyanomethyl)-2,4-dimethoxybenzen [N+](#[C-])CC1=C(C=C(C=C1)OC)OC